chloro-2-(4-methoxyphenyl)phthalazin-1(2H)-one ClC1=NN(C(C2=CC=CC=C12)=O)C1=CC=C(C=C1)OC